C1=CC=C(C(=C1)C2=CC3=C(C=CC=C3N2)C(=N)N)C(=N)N 4,6'-diamidino-2-phenylindole